2-(3-hydroxy-3-methylbutyl)-1-(4-methoxyphenyl)-1H-pyrrolo[2,3-b]pyridin OC(CCC1=CC=2C(=NC=CC2)N1C1=CC=C(C=C1)OC)(C)C